methyl 5,7-difluoro-3-methylbenzofuran-2-carboxylate FC=1C=C(C2=C(C(=C(O2)C(=O)OC)C)C1)F